CN(CCOC=1C=C2C3=C(NC2=CC1)C=NC(=C3COC)C(=O)OCC)C ethyl 6-(2-(dimethylamino)ethoxy)-4-(methoxymethyl)-9H-pyrido[3,4-b]indole-3-carboxylate